6-(benzylsulfanyl)-1-(4-bromo-5-chloro-2-methoxyphenyl)quinolin-2(1H)-one C(C1=CC=CC=C1)SC=1C=C2C=CC(N(C2=CC1)C1=C(C=C(C(=C1)Cl)Br)OC)=O